N-(6-(3,3-Difluorocyclobutyl)-4-methylpyridin-2-yl)-4-((2-hydroxyethyl)sulfonamido)-2-(6-azaspiro[2.5]octan-6-yl)benzamide FC1(CC(C1)C1=CC(=CC(=N1)NC(C1=C(C=C(C=C1)NS(=O)(=O)CCO)N1CCC2(CC2)CC1)=O)C)F